COC1=CC=C(C(=O)NC=2C=CC=C3C=CC=NC23)C=C1 4-Methoxy-N-(8-quinolinyl)benzamide